O=C1N(CCC(N1)=O)C=1C=C(C(=O)O)C=CC1OC(F)(F)F 3-(2,4-dioxotetrahydropyrimidin-1(2H)-yl)-4-(trifluorometh-oxy)benzoic acid